BrC1=CC(=CC=2C(=NOC21)C)C2=NC1=C(N2CC2CCCCC2)C=C(C=C1)N1[C@H](COCC1)C (S)-7-bromo-5-(1-(cyclohexylmethyl)-6-(3-methylmorpholino)-1H-benzo[d]imidazol-2-yl)-3-methylbenzo[d]isoxazole